Di-isopropylethylamine C(C)(C)N(CC)C(C)C